sodium bis(difluoromalonic acid) borate B([O-])([O-])[O-].FC(C(=O)O)(C(=O)O)F.FC(C(=O)O)(C(=O)O)F.[Na+].[Na+].[Na+]